OC1=C(C=CC=C1[N+](=O)[O-])C(CC)=O 1-(2-hydroxy-3-nitrophenyl)propan-1-one